FC1=C(C(=C(C=C1N1N=C(C2=CC(=C(C=C12)F)N1C2(CC2)CN(CC1)S(=O)(=O)C)C)C(F)(F)F)F)O 2,6-Difluoro-3-(6-fluoro-3-methyl-5-(7-(methylsulfonyl)-4,7-diazaspiro[2.5]octan-4-yl)-1H-indazol-1-yl)-5-(trifluoromethyl)phenol